4-(6-((2-fluoro-4-(1-methylpiperidine-4-carbonyl)benzyl)oxy)pyridin-2-yl)piperidine-1-carboxylic acid Butyl ester C(CCC)OC(=O)N1CCC(CC1)C1=NC(=CC=C1)OCC1=C(C=C(C=C1)C(=O)C1CCN(CC1)C)F